methyl 2-((3-(5-isopropoxypyridin-2-yl)-1,2,4-thiadiazol-5-yl)amino)nicotinate C(C)(C)OC=1C=CC(=NC1)C1=NSC(=N1)NC1=C(C(=O)OC)C=CC=N1